FC(C(=O)N1N=C(OC1C1=CC=CC=C1)CC1=CC=C(S1)C(=O)N)F N'-(2,2-difluoroacetyl)-5-[(5-phenyl-1,3,4-oxadiazol-2-yl)methyl]thiophene-2-carboxamide